ClC1=CC=C(C=C1)CC(=O)N1CCC(CC1)N1C(NC2=C1C(=CC=C2)C(F)(F)F)=O 1-(1-(2-(4-chlorophenyl)acetyl)piperidin-4-yl)-7-(trifluoromethyl)-1H-benzo[d]imidazol-2(3H)-one